FC(OCCC(C1=CC(=CC=C1)C(N[C@H]1CC(OC2=CC=CC=C12)(C)C)=O)N1C(NC(CC1=O)(CC)CC)=[NH2+])F [1-[3-(difluoromethoxy)-1-[3-[[(4S)-2,2-dimethylchroman-4-yl]carbamoyl]phenyl]propyl]-4,4-diethyl-6-oxo-hexahydropyrimidin-2-ylidene]ammonium